2-hydroxy-6-oxocyclohexane-1-carbonyl-coenzyme A OC1C(C(CCC1)=O)C(=O)SCCNC(CCNC([C@@H](C(COP(OP(OC[C@@H]1[C@H]([C@H]([C@@H](O1)N1C=NC=2C(N)=NC=NC12)O)OP(=O)(O)O)(=O)O)(=O)O)(C)C)O)=O)=O